C(#N)C1=C(C=CC=C1)CS(=O)(=O)NC1=C(C=C(C=C1)C1=NC=2C=NC(=NC2N(C1=O)C(C)C)N[C@@H]1CNC[C@H](C1)F)F 1-(2-Cyanophenyl)-N-[2-fluoro-4-[2-[[(3S,5S)-5-fluoro-3-piperidyl]amino]-8-isopropyl-7-oxo-pteridin-6-yl]phenyl]methanesulfonamide